O=C1NC(CCC1N1C(C2=CC=CC(=C2C1)SCCCN1CCN(CC1)C1CCN(CC1)C1=NC=C(C(=O)N2CCC(CC2)CCCCNC(\C=C\C=2C=NC=CC2)=O)C=C1)=O)=O (E)-N-(4-(1-(6-(4-(4-(3-((2-(2,6-dioxopiperidin-3-yl)-1-oxoisoindolin-4-yl)thio)propyl)piperazin-1-yl)piperidin-1-yl)nicotinoyl)piperidin-4-yl)butyl)-3-(pyridin-3-yl)acrylamide